FC(C1=NN=C(O1)C1=CC(=C(CN2C(N(C3=C2C=CC=C3)C3CC2(COC2)C3)=O)C=C1)F)F 1-(4-(5-(difluoromethyl)-1,3,4-oxadiazole-2-yl)-2-fluorobenzyl)-3-(2-oxaspiro[3.3]heptane-6-yl)-1,3-dihydro-2H-benzo[d]imidazole-2-one